bis(4-(4-hydroxyphenoxy)phenyl)propane OC1=CC=C(OC2=CC=C(C=C2)C(C)(C)C2=CC=C(C=C2)OC2=CC=C(C=C2)O)C=C1